Dinatrium monophosphat P(=O)([O-])([O-])O.[Na+].[Na+]